(S)-(5-amino-7-methoxyimidazo[1,2-c]quinazolin-2-yl)(3-methoxypyrrolidin-1-yl)methanone NC1=NC=2C(=CC=CC2C=2N1C=C(N2)C(=O)N2C[C@H](CC2)OC)OC